O(C1=CC=CC=C1)C1=C(C=CC=C1)/C(/C(=O)OC)=C\OC methyl (E)-2-[2-phenoxyphenyl]-3-methoxypropenoate